C/C(/C=O)=C\CCCCC (E)-2-Methyl-2-octenal